2,2,2-Trifluoroethanol-d2 FC(C(O)([2H])[2H])(F)F